C(C)OP1(OC(=C(CC1)[Se]C1=C(C=CC=C1)C)C1=CC=CC=C1)=O 2-Ethoxy-6-phenyl-5-(o-tolylselanyl)-3,4-dihydro-1,2-oxaphosphinine 2-oxide